C(C)(C)(C)OC(NCC(=O)NC=1C=CCC(C1)(N1CCCC1)C(=O)C1=C(N(C(=C1)C)C1=CC=C(C=C1)Cl)C)=O (2-((5-(1-(4-chlorophenyl)-2,5-dimethyl-1H-pyrrole-3-carbonyl)-5-(pyrrolidin-1-yl)phenyl)amino)-2-oxoethyl)carbamic acid tert-butyl ester